Fmoc-4,5-didehydro-isoleucine tert-butyl ester C(C)(C)(C)OC([C@@H](NC(=O)OCC1C2=CC=CC=C2C2=CC=CC=C12)[C@@H](C)C=C)=O